2-((2-(2,6-dioxopiperidin-3-yl)-1,3-dioxoisoindolin-4-yl)oxy)-N-(2-hydroxyethyl)acetamide O=C1NC(CCC1N1C(C2=CC=CC(=C2C1=O)OCC(=O)NCCO)=O)=O